C(C)C1(CNC1)O 3-ethyl-3-hydroxyazetidin